FCCN(C1=CC=2N(C=C1)C1=C(N2)C=CC(=C1)C)C N-(2-fluoroethyl)-N,8-dimethyl-benzo[4,5]imidazo[1,2-a]pyridin-3-amine